(2R,3S,5R)-5-(6-Amino-2-fluoro-9H-purin-9-yl)-2-ethynyl-2-((((S)-(((S)-1-isopropoxy-1-oxo-3-phenylpropan-2-yl)amino)(phenoxy)phosphoryl)oxy) methyl)tetrahydrofuran-3-yl palmitate C(CCCCCCCCCCCCCCC)(=O)O[C@@H]1[C@](O[C@H](C1)N1C2=NC(=NC(=C2N=C1)N)F)(CO[P@](=O)(OC1=CC=CC=C1)N[C@H](C(=O)OC(C)C)CC1=CC=CC=C1)C#C